N[C@@H](CO)C1=CC=C(C=C1)C1=C(N=CS1)C (R)-2-amino-2-(4-(4-methylthiazol-5-yl)phenyl)ethan-1-ol